O=C1CCCC=2C(=CNC12)C1=C(C=CC=C1)NC(C1=CC=C(C=C1)OCCN1CCCCC1)=O N-(2-(7-oxo-4,5,6,7-tetrahydro-1H-indol-3-yl)phenyl)-4-(2-(piperidin-1-yl)ethoxy)benzamide